tris-(hydroxyethyl)methylammonium ethyl-4-(3-chlorophenyl)-3-hydroxy-3-phenylbutanoate C(C)OC(CC(CC1=CC(=CC=C1)Cl)(C1=CC=CC=C1)O)=O.OCC[N+](C)(CCO)CCO